4-((3,5-Bis(naphthalen-1-yl)phenyl)(isoquinolin-6-yl)amino)isophthalonitrile C1(=CC=CC2=CC=CC=C12)C=1C=C(C=C(C1)C1=CC=CC2=CC=CC=C12)N(C1=C(C=C(C#N)C=C1)C#N)C=1C=C2C=CN=CC2=CC1